5-ethynyl-2-[(2-methoxyphenyl)amino]-N-methyl-7-oxo-8-phenylpyrido[2,3-d]pyrimidine-6-carboxamide C(#C)C1=C(C(N(C=2N=C(N=CC21)NC2=C(C=CC=C2)OC)C2=CC=CC=C2)=O)C(=O)NC